FC1(CCN(CC1)C1=NC(=CC2=CC=NC=C12)C=1C(=C(C(=O)N)C=CC1I)N1CCC2(CC2)CC1)F (1-(4,4-difluoropiperidin-1-yl)-2,7-naphthyridin-3-yl)-4-iodo-2-(6-azaspiro[2.5]oct-6-yl)benzamide